N-[6-[3-[(1-tetrahydropyran-2-ylindazol-5-yl)amino]indazol-1-yl]-2-pyridyl]-1-(2-trimethylsilylethoxymethyl)imidazole-4-carboxamide O1C(CCCC1)N1N=CC2=CC(=CC=C12)NC1=NN(C2=CC=CC=C12)C1=CC=CC(=N1)NC(=O)C=1N=CN(C1)COCC[Si](C)(C)C